ClC=1C=C(C=CC1)C(C(OC(=O)N[C@H](C(=O)N[C@H](C(=O)O)C[C@H]1C(NCC1)=O)CC1CCCCC1)C1=CC=CC=C1)(F)F (2S)-2-((2S)-2-(((2-(3-chlorophenyl)-2,2-difluoro-1-phenylethoxy)carbonyl)amino)-3-cyclohexylpropanamido)-3-((S)-2-oxopyrrolidin-3-yl)propanoic acid